1-(3-((6-((5-methylthiazol-2-yl)amino)-1-(pyridin-2-ylmethyl)-1H-pyrrolo[3,2-c]pyridin-4-yl)oxy)pyrrolidin-1-yl)prop-2-en-1-one CC1=CN=C(S1)NC1=CC2=C(C(=N1)OC1CN(CC1)C(C=C)=O)C=CN2CC2=NC=CC=C2